C(CC)C1(SC2=C(C=NC=3C=CC=CC23)N1)N 2-propylthiazolo[4,5-c]quinolineamine